N-(3-(2-nitro-1-(2-phenyl-1H-indol-3-yl)ethyl)phenyl)acrylamide [N+](=O)([O-])CC(C1=C(NC2=CC=CC=C12)C1=CC=CC=C1)C=1C=C(C=CC1)NC(C=C)=O